CC1=CC=C(C=C1)S(=O)(=O)CC(C(=O)C1=CC=C(C(=O)O)C=C1)CS(=O)(=O)C1=CC=C(C=C1)C 4-[bis(4-methylphenylsulphonylmethyl)-1-oxoethyl]benzoic acid